ClC1=CC=C(C=C1)C=1C(N(C=C2C=CC(=NC12)OCC)C1=CC2=CN(N=C2C=C1)CCS(=O)(=O)C)=O 8-(4-chlorophenyl)-2-ethoxy-6-(2-(2-(methylsulfonyl)ethyl)-2H-indazol-5-yl)-1,6-naphthyridin-7(6H)-one